5'-chloro-4-{[(1R)-1-phenylbutyl]carbamoyl}-2'-[5-(trifluoromethyl)-1H-1,3-benzodiazol-2-yl]-[1,1'-biphenyl]-2-carboxylic acid ClC=1C=CC(=C(C1)C=1C(=CC(=CC1)C(N[C@H](CCC)C1=CC=CC=C1)=O)C(=O)O)C1=NC2=C(N1)C=CC(=C2)C(F)(F)F